FC1=C(C=CC=C1)CC=1N=C(C2=C(N1)NC=C2)N [(2-fluorophenyl)methyl]-7H-pyrrolo[2,3-d]pyrimidin-4-amine